C12(CC(C1)C2)N(S(=O)(=O)C2=CC=C(C=C2)C)C N-(bicyclo[1.1.1]pentan-1-yl)-N,4-dimethylbenzenesulfonamide